OCC1CN(CCC1O)C=1C=CC=2C(=NC(=CN2)NCC2=CC=C3C=CNC3=C2)N1 3-(hydroxymethyl)-1-{3-[(1H-indol-6-ylmethyl)amino]pyrido[2,3-b]pyrazin-6-yl}piperidin-4-ol